2-(3-(3-Ethoxy-3-oxoprop-1-en-1-yl)-2-fluorophenyl)propanoic acid C(C)OC(C=CC=1C(=C(C=CC1)C(C(=O)O)C)F)=O